methyl 4'-chloro-1'H-spiro[cyclopropane-1,2'-imidazo[1,2-a]quinoxaline]-7'-carboxylate ClC=1C=2N(C3=CC=C(C=C3N1)C(=O)OC)CC1(N2)CC1